C(C)(C)(C)N1N=C(C=2C1=NC=NC2N)C2=NOC(=C2I)C2C(C2)(F)F 1-tert-butyl-3-[5-(2,2-difluorocyclopropyl)-4-iodo-isoxazol-3-yl]pyrazolo[3,4-d]pyrimidin-4-amine